3,5-dibromo-1-[4-fluoro-3-(trifluoromethoxy)phenyl]pyrazole BrC1=NN(C(=C1)Br)C1=CC(=C(C=C1)F)OC(F)(F)F